3-[(2R,3S)-2-(5-cyclopropyl-3-pyridyl)tetrahydrofuran-3-yl]-1-methyl-1-[(1S)-1-(4-pyridyl)ethyl]urea C1(CC1)C=1C=C(C=NC1)[C@H]1OCC[C@@H]1NC(N([C@@H](C)C1=CC=NC=C1)C)=O